COCCN(CCOC)CCOC tris(2-methoxyethyl)Amine